C(CCCCCC(C)(C)C)(=O)OOC(C)C Isopropyl peroxyneodecanoate